C1(=CC=CC=C1)C(C)OC(C)(C)C=1N=CSC1 4-(2-(1-phenylethoxy)propan-2-yl)thiazol